FC(OC1(CCC1)CCC(=O)NC12CC(C1)(C2)C=2OC(=NN2)C2(CCC2)OC(F)(F)F)(F)F 3-[3-Cis-(trifluoromethoxy)cyclobutyl]-N-[3-[5-[3-cis-(trifluoromethoxy)cyclobutyl]-1,3,4-oxadiazol-2-yl]-1-bicyclo[1.1.1]pentanyl]propanamide